FC=1C=2N(C=C(C1)S(NC1(COC1)C)(=O)=O)C(=CN2)C(=O)OCC ethyl 8-fluoro-6-(N-(3-methyloxetan-3-yl)sulfamoyl)imidazo[1,2-a]pyridine-3-carboxylate